dysprosium-iron boron [B].[Fe].[Dy]